NC1=C(C=O)C=CC(=C1)Br 2-amino-4-bromo-benzaldehyde